CN(CCC1(NC(=C(C=C1[N+](=O)[O-])NC1=NC=CC(=N1)C1(CNC2=CC=CC=C12)C)OC)NC)C 2-(2-(dimethylamino)ethyl)-6-methoxy-N2-methyl-N5-(4-(3-methylindolin-3-yl)pyrimidin-2-yl)-3-nitropyridine-2,5-diamine